ClC1=NC=C(C=N1)CCOCC(=O)OC(C)(C)C tert-butyl 2-[2-(2-chloropyrimidin-5-yl)ethoxy]acetate